FC(C(=O)O)(F)F.NC1=NC(=C(C2=C1N=C(N2CC(CO)CO)COCC)C)C 2-((4-amino-2-(ethoxymethyl)-6,7-dimethyl-1H-imidazo[4,5-c]pyridin-1-yl)methyl)propane-1,3-diol trifluoroacetate